C(=O)C1=C(CN2[C@H](CCCC2=O)COC2=C(C=O)C(=CC=C2)O)C=CC=C1O |r| (±)-2-((1-(2-formyl-3-hydroxybenzyl)-6-oxopiperidin-2-yl)methoxy)-6-hydroxybenzaldehyde